C1(=CC=CC=C1)N(C1=CC=CC=2C3=CC=CC=C3C3(C4=CC=CC=C4C4=CC=CC=C43)C12)C1=CC=CC=2C4=CC=CC=C4C(C12)(C)C phenyl-(9,9'-dimethylfluorenyl)-1-spiro-9,9'-bifluorenylamine